N-(4-(1H-indol-4-yl)benzyl)-2-ethynylthiazole-4-carboxamide N1C=CC2=C(C=CC=C12)C1=CC=C(CNC(=O)C=2N=C(SC2)C#C)C=C1